NC(=O)C1=CC=CC2=CN(N=C12)C1C[NH2+]CCC1 3-[7-(aminocarbonyl)-2H-indazole-2-yl]piperidinium